methyl 3-(1,4-dimethyl-1H-benzo[d][1,2,3]triazol-5-yl)-3-(3-(((R)-2-ethyl-2,3-dihydro-[1,4]oxazepino[6,7-g]isoquinolin-4(5H)-yl)methyl)-4-methylphenyl)-2,2-dimethylpropanoate CN1N=NC2=C1C=CC(=C2C)C(C(C(=O)OC)(C)C)C2=CC(=C(C=C2)C)CN2C[C@H](OC1=C(C=C3C=CN=CC3=C1)C2)CC